I[Si](C)(C)C iodotris(methyl)silane